NC1=NC(=CC(=N1)OC1CNCC1)N1CCCC1 3-((2-amino-6-(pyrrolidin-1-yl)pyrimidin-4-yl)oxy)pyrrolidin